ClC1=CC=C2C(=N1)N=C(O2)N2CCN(CC2)C(=O)C=2C=NC(=C(C2)C)C=2C=NNC2 [4-(5-Chlorooxazolo[4,5-b]pyridin-2-yl)piperazin-1-yl]-[5-methyl-6-(1H-pyrazol-4-yl)-3-pyridyl]methanone